BrC1=C(C=C(C=C1)C1(CC1)[C@H](C(=O)N1CCN(CC1)C)NC(OC(C)(C)C)=O)F tert-butyl (R)-(1-(1-(4-bromo-3-fluorophenyl)cyclopropyl)-2-(4-methylpiperazin-1-yl)-2-oxoethyl)carbamate